di-(p-diazoniabenzoyl)-ethylenediamine C([N+]1=CC=[NH+]C=C1)(=O)NCCNC([N+]1=CC=[NH+]C=C1)=O